CC(C)(C)[O-].[Zn+4].CC(C)(C)[O-].CC(C)(C)[O-].CC(C)(C)[O-] zinc (IV) t-butoxide